C(#N)C1=CC=C(C=C1)C=1C(=NN(C1O)C1=NC=C(C(=O)Cl)C=C1)C 6-(4-(4-cyanophenyl)-5-hydroxy-3-methyl-1H-pyrazol-1-yl)nicotinoyl chloride